2-([1,1'-biphenyl]-4-yl)-4-(3-(6-(6-([1,1'-biphenyl]-4-yl)-2-phenylpyrimidin-4-yl)pyridin-3-yl)phenyl)-6-phenyl-1,3,5-triazine C1(=CC=C(C=C1)C1=NC(=NC(=N1)C1=CC(=CC=C1)C=1C=NC(=CC1)C1=NC(=NC(=C1)C1=CC=C(C=C1)C1=CC=CC=C1)C1=CC=CC=C1)C1=CC=CC=C1)C1=CC=CC=C1